NC=1C(=CC(=C(C1)C=1C(=CC(=NC1)C(F)(F)F)CO)F)F [5-(5-Amino-2,4-difluoro-phenyl)-2-(trifluoromethyl)-4-pyridyl]methanol